O=C1N(C2(CN(C2)C(=O)OC(C)(C)C)C(NC1)=O)CC1=CC=C(C=C1)C(F)(F)F tert-butyl 6,9-dioxo-5-(4-(trifluoromethyl) benzyl)-2,5,8-triazaspiro[3.5]nonane-2-carboxylate